N-(6-Methoxy-N-(2,4,4-trimethylpentan-2-yl)pyridine-3-sulfinimidoyl)-4-nitrobenzenesulfonamide COC1=CC=C(C=N1)S(=NC(C)(CC(C)(C)C)C)NS(=O)(=O)C1=CC=C(C=C1)[N+](=O)[O-]